CC=1\C(\C(N(N1)C1=CC=CC=C1)=O)=C/C1=CC(=CC=C1)C (E)-5-methyl-4-(3-methylbenzylidene)-2-phenyl-2,4-dihydro-3H-pyrazol-3-one